(S)-4-(2-hydroxy-3-(1H-tetrazol-1-yl)propoxy)benzoic acid O[C@H](COC1=CC=C(C(=O)O)C=C1)CN1N=NN=C1